OC1OC(C=2C=C(C(=C(C2C1)C=O)OC)OCC1=CC(=CC=C1)OC)=O 3-Hydroxy-6-methoxy-7-((3-methoxybenzyl)oxy)-1-oxoisochromane-5-carbaldehyde